CN1C(=CC=2C(=NC(=CC21)C2=CC=C(C=C2)N2CCOCC2)C)C2=CC=C(C=C2)S(=O)(=O)C 4-(4-(1,4-Dimethyl-2-(4-(methylsulfonyl)phenyl)-1H-pyrrolo[3,2-c]pyridin-6-yl)phenyl)morpholin